CC1=C(CCC2=CC(=NN2)C=2C(=NC=CC2)C(=O)N)C=C(C=C1)NC(C1=CC(=CC=C1)C(F)(F)F)=O (5-(2-methyl-5-(3-(trifluoromethyl)benzamido)phenethyl)-1H-pyrazol-3-yl)pyridineamide